6-(6,7-dimethoxy-3-oxo-1,3-dihydronaphtho[2,3-c]furan-4-yl)benzo[d][1,3]dioxol-5-yl phenyl (2-morpholinoethyl)phosphoramidate O1CCN(CC1)CCNP(OC1=CC2=C(OCO2)C=C1C1=C2C=C(C(=CC2=CC=2COC(C21)=O)OC)OC)(OC2=CC=CC=C2)=O